Benzyl (6-oxo-6-((2-(((2S,3S,4S,5S,6R)-3,4,5-trihydroxy-6-(hydroxymethyl)tetrahydro-2H-pyran-2-yl)oxy)ethyl)amino)hexyl)carbamate O=C(CCCCCNC(OCC1=CC=CC=C1)=O)NCCO[C@H]1O[C@@H]([C@H]([C@@H]([C@@H]1O)O)O)CO